2-(2,4-dioxotetrahydropyrimidin-1(2H)-yl)-5-((4-(6-fluoro-1H-indazol-3-yl)piperidin-1-yl)methyl)isoindoline-1,3-dione O=C1N(CCC(N1)=O)N1C(C2=CC=C(C=C2C1=O)CN1CCC(CC1)C1=NNC2=CC(=CC=C12)F)=O